ClC1C2=C(N(S(C3=C1C=CC=C3)(=O)=O)CC)C=CC=C2 11-Chloro-6-ethyl-6,11-dihydrodibenzo[c,f][1,2]thiazepine 5,5-dioxide